N-((6-(isoxazol-3-ylmethoxy)-5-methyl-1H-indol-2-yl)methyl)acetamide O1N=C(C=C1)COC1=C(C=C2C=C(NC2=C1)CNC(C)=O)C